(R)-3-((5-(3-aminopiperidin-1-yl)-2-(3,4-difluorophenyl)pyridin-4-yl)methyl)imidazo[1,2-a]pyrazin-8-amine N[C@H]1CN(CCC1)C=1C(=CC(=NC1)C1=CC(=C(C=C1)F)F)CC1=CN=C2N1C=CN=C2N